C(C)OC(C(=C)C1=C(C=CC=C1)SC)=O (2-(methylthio)phenyl)acrylic acid ethyl ester